COCCN(C=1N=C(C2=C(N1)C(=NC(=N2)N(CCOCCCN2CCOCC2)CCOC)N2CCC(CC2)OC)N2CCC(CC2)OC)CCOC N2,N2,N6-tris(2-methoxyethyl)-4,8-bis(4-methoxypiperidin-1-yl)-N6-(2-(3-morpholinopropoxy)ethyl)pyrimido[5,4-d]pyrimidine-2,6-diamine